2-(2-(cyclopropylmethyl)-4-(3-((1-cyclopropylpiperidin-4-yl)ethynyl)phenyl)-3-(3-fluoro-4-sulfamoylbenzyl)-1H-pyrrol-1-yl)thiazole-4-carboxylic acid C1(CC1)CC=1N(C=C(C1CC1=CC(=C(C=C1)S(N)(=O)=O)F)C1=CC(=CC=C1)C#CC1CCN(CC1)C1CC1)C=1SC=C(N1)C(=O)O